(2R)-6-(1-cyclopropylpyrazol-3-yl)-2-methyl-4-(p-toluenesulfonyl)-2,3-dihydro-1,4-oxazine C1(CC1)N1N=C(C=C1)C1=CN(C[C@H](O1)C)S(=O)(=O)C1=CC=C(C)C=C1